C(C)N1[C@@H](CCCC1)CC(=O)NC=1C=C(C(=NC1)C)NC(=O)C=1C=NN2C1C=NC(=C2)C=2C=NN(C2)C (S)-N-(5-(2-(1-ethylpiperidin-2-yl)acetamido)-2-methylpyridin-3-yl)-6-(1-methyl-1H-pyrazol-4-yl)pyrazolo[1,5-a]pyrazine-3-carboxamide